BrC=1C=C2C3=C(N=CN=C3C1Cl)N1[C@H](CO2)CN(CC1)C(=O)OC(C)(C)C tert-butyl (8aS)-5-bromo-4-chloro-8a,9,11,12-tetrahydropyrazino[2',1':3,4][1,4]oxazepino[5,6,7-de]quinazoline-10(8H)-carboxylate